(5-fluoroindol-1-yl)-tri-isopropyl-silane FC=1C=C2C=CN(C2=CC1)[Si](C(C)C)(C(C)C)C(C)C